NC1=NC=C2N(C(N(C2=N1)[C@@H]1O[C@@H](C[C@H]1O)[C@H](CC)O)=O)C[C@H](C)O 2-amino-9-((2R,3R,5S)-3-hydroxy-5-((S)-1-hydroxypropyl)tetrahydrofuran-2-yl)-7-((S)-2-hydroxypropyl)-7,9-dihydro-8H-purin-8-one